C(C)SC1=NC(=NN1CC1=CC=C(C=C1)C=C)C(C)C 5-ethylthio-3-isopropyl-1-(4-vinylbenzyl)-1H-1,2,4-triazole